C(C)(C)(C)OC(N(C1=NC=CC(=C1F)CC=1C=NC=C(C1C)OC1CCC(CC1)C)C(=O)OC(C)(C)C)=O tert-butyloxycarbonyl-N-[3-fluoro-4-[[4-methyl-5-(4-methylcyclohexyloxy)-3-pyridinyl]methyl]-2-pyridinyl]carbamic acid tert-butyl ester